O1C(=CC=C1)C(=O)NC1=CC=CC=C1 furanilide